3-(3-chloro-2-methylanilino)-2-{3-[(3-ethyloxetan-3-yl)methoxy]pyridin-4-yl}-1,5,6,7-tetrahydro-4H-pyrrolo[3,2-c]pyridin-4-one ClC=1C(=C(NC2=C(NC3=C2C(NCC3)=O)C3=C(C=NC=C3)OCC3(COC3)CC)C=CC1)C